ClC1=C(CC=2NC=C(N2)C2=C(C=C(C=C2)Cl)Cl)C(=CC=C1)Cl 2-(2,6-Dichlorobenzyl)-4-(2,4-dichlorophenyl)imidazole